3-(2-hydroxy-3,4,5-trimethoxyphenyl)-7-hydroxycoumarin OC1=C(C=C(C(=C1OC)OC)OC)C=1C(OC2=CC(=CC=C2C1)O)=O